di-tert-butyl 4-amino-4-(3-(tert-butoxy)-3-oxopropyl)heptanedioate NC(CCC(=O)OC(C)(C)C)(CCC(=O)OC(C)(C)C)CCC(=O)OC(C)(C)C